(±)-1-(2,6-Dichlorobenzyl)-N-(2-oxo-8-((4-(pyridin-4-yl)piperazin-1-yl)methyl)-2,3,4,5-tetrahydro-1H-benzo[b]azepin-3-yl)-1H-1,2,4-triazole-3-carboxamid ClC1=C(CN2N=C(N=C2)C(=O)N[C@@H]2CCC3=C(NC2=O)C=C(C=C3)CN3CCN(CC3)C3=CC=NC=C3)C(=CC=C1)Cl |r|